4,6-bis(triazole-1-yl)isophthalic acid N1(N=NC=C1)C1=C(C=C(C(=O)O)C(=C1)N1N=NC=C1)C(=O)O